COCCC(C)N1CC2=C(N=C(N=C2)C)C2(C1=O)CN(C2)C 6'-(4-methoxybutan-2-yl)-1,2'-dimethyl-5',6'-dihydro-7'H-spiro[azetidine-3,8'-pyrido[4,3-d]pyrimidin]-7'-one